4-Hydroxy-indol OC1=C2C=CNC2=CC=C1